FC1=C(C(=CC=C1F)F)C1CC2NC(C=3C=NC4=C(C[C@]5(C(NC=6N=CC(/C=C/COCCCCCN(C1)C2=O)=CC56)=O)C4)C3)=O (1S,22E)-12-(2,3,6-trifluorophenyl)-20-oxa-5,9,14,26,28-pentazahexacyclo[22.5.2.11,4.13,7.110,14.027,30]tetratriaconta-3,5,7(33),22,24(31),25,27(30)-heptaene-8,29,32-trione